3-((4-(5-fluoro-3-methyl-2-(((6S)-6-methylmorpholin-2-yl)methyl)phenyl)pyrrolo[2,1-f][1,2,4]triazin-6-yl)methyl)-1-methylpyrimidine-2,4(1H,3H)-dione FC=1C=C(C(=C(C1)C1=NC=NN2C1=CC(=C2)CN2C(N(C=CC2=O)C)=O)CC2CNC[C@@H](O2)C)C